2-(4-(6-((4-cyano-2-fluorobenzyl)oxy)pyridin-2-yl)-2,5-difluorobenzyl)-1-((1-(cyanomethyl)cyclopropyl)methyl)-3-oxo-2,3-dihydro-1H-indazole-6-carboxylic acid C(#N)C1=CC(=C(COC2=CC=CC(=N2)C2=CC(=C(CN3N(C4=CC(=CC=C4C3=O)C(=O)O)CC3(CC3)CC#N)C=C2F)F)C=C1)F